Cl.NCCNC1=NC=C(C#N)C=C1 6-((2-aminoethyl)amino)nicotinonitrile hydrochloride